C1OCC12CC(C2)C2=NNC(=C2)NC(C(C)C=2C=NN(C2)C2=CC(=CC(=C2)F)C#N)=O N-(3-(2-oxaspiro[3.3]heptan-6-yl)-1H-pyrazol-5-yl)-2-(1-(3-cyano-5-fluorophenyl)-1H-pyrazol-4-yl)propanamide